6-Methyl-2,3-diphenyl-6,7-dihydro-5H-imidazo[2,1-b][1,3]thiazin-5-one-6-d CC1(C(N2C(SC1)=NC(=C2C2=CC=CC=C2)C2=CC=CC=C2)=O)[2H]